C(C1=CC=CC=C1)N1CCN(CC1)CC1=C(C(=C(C=C1)OC)C)C benzyl-4-(4-methoxy-2,3-dimethylbenzyl)piperazine